N-(4-(3-(((1r,4r)-4-aminocyclohexyl)amino)isoquinolin-7-yl)-2-fluorophenyl)-2-chlorobenzenesulfonamide NC1CCC(CC1)NC=1N=CC2=CC(=CC=C2C1)C1=CC(=C(C=C1)NS(=O)(=O)C1=C(C=CC=C1)Cl)F